COC=1C(=C(C(=NC1C)C)C(=O)NC1=NN=C(S1)OCC1=CC=C(C=N1)C(=O)O)C1=CC=NC=C1 6-(((5-(5-methoxy-2,6-dimethyl-(4,4-bipyridine)-3-amido)-1,3,4-thiadiazol-2-yl)oxy)methyl)pyridine-3-carboxylic acid